C1(CC1)N1N=CC(=C1)[C@@H]1OCC[C@@H](C1)C=1N=C(C2=C(N1)N=C(C=C2)C)C21CC(C2)(C1)C(C)C 2-((2R,4S)-2-(1-cyclopropyl-1H-pyrazol-4-yl)tetrahydro-2H-pyran-4-yl)-4-(3-isopropylbicyclo[1.1.1]pentan-1-yl)-7-methylpyrido[2,3-d]pyrimidine